4,5-dichloro-N-(1-cyclopropyl-2-(5-methyl-1,2,4-oxadiazol-3-yl)propan-2-yl)pyridineamide ClC1=CC(=NC=C1Cl)C(=O)NC(CC1CC1)(C)C1=NOC(=N1)C